Ethyl 3-(2-chloro-4-(methoxymethoxy)-6-(4,4,5,5-tetramethyl-1,3,2-dioxaborolan-2-yl)phenyl)propanoate ClC1=C(C(=CC(=C1)OCOC)B1OC(C(O1)(C)C)(C)C)CCC(=O)OCC